11-hydroxy-7-methoxy-2-methylene-5-oxo-2,3,11,11a-tetrahydro-1H-pyrrolo[2,1-c][1,4]Benzodiazepine-10(5H)-Carboxylic acid allyl ester C(C=C)OC(=O)N1C(C2N(C(C3=C1C=CC(=C3)OC)=O)CC(C2)=C)O